C(C)C1=NC(=NO1)C1=CC2=C([C@@H](CO2)NC(=O)N2C[C@H](CC2)O)C=C1 (S)-N-((S)-6-(5-ethyl-1,2,4-oxadiazol-3-yl)-2,3-dihydrobenzofuran-3-yl)-3-hydroxypyrrolidine-1-carboxamide